NC1=C(C2=C(S1)CCCC2(C(=O)O\N=C(/N)\C2=NC(=NC(=C2)OC)O[C@@H](C)[C@H]2N(CCC2)C)C)C#N (Z)-N'-((2-amino-3-cyano-4-methyl-4,5,6,7-tetrahydrobenzo[b]thiophene-4-carbonyl)oxy)-6-methoxy-2-((S)-1-((S)-1-methylpyrrolidin-2-yl)ethoxy)pyrimidine-4-carboximidamide